1,3-di(4-bromophenyl)acetone butyl-4-({5-[(1R,3S)-3-{[(1-methylcyclopropyl)carbamoyl]oxy}cyclopentyl]pyrimidin-2-yl}amino)piperidine-1-carboxylate C(CCC)OC(=O)N1CCC(CC1)NC1=NC=C(C=N1)[C@H]1C[C@H](CC1)OC(NC1(CC1)C)=O.BrC1=CC=C(C=C1)CC(=O)CC1=CC=C(C=C1)Br